tert-Butyl 2-(5-cyano-2-methoxy-6'-methyl-[3,4'-bipyridine]-3'-carboxamido)-4,6-dihydro-5H-pyrrolo[3,4-d]thiazole-5-carboxylate C(#N)C=1C=C(C(=NC1)OC)C1=C(C=NC(=C1)C)C(=O)NC=1SC2=C(N1)CN(C2)C(=O)OC(C)(C)C